(1S,3R)-3-((1-((6-chloropyridin-3-yl)amino)isoquinolin-6-yl)oxy)cyclohexan-1-ol ClC1=CC=C(C=N1)NC1=NC=CC2=CC(=CC=C12)O[C@H]1C[C@H](CCC1)O